2-(4-tert-butyl-2-methyl-phenyl)-3-ethoxy-4-oxo-1H-1,6-naphthyridine-5-carboxamide C(C)(C)(C)C1=CC(=C(C=C1)C=1NC=2C=CN=C(C2C(C1OCC)=O)C(=O)N)C